(R)-3-amino-3-(4-methoxyphenyl)-1-triphenylmethylindol-2-one N[C@]1(C(N(C2=CC=CC=C12)C(C1=CC=CC=C1)(C1=CC=CC=C1)C1=CC=CC=C1)=O)C1=CC=C(C=C1)OC